N[C@H]1CN(CCC1)C(=O)C=1C=C2C=3N(CCN(C3C1)C(C)=O)C(=N2)C=2N(C1=CC=CC=C1C2)CC2CC2 (R)-1-(8-(3-aminopiperidine-1-carbonyl)-2-(1-(cyclopropylmethyl)-1H-indol-2-yl)-4,5-dihydro-6H-imidazo[1,5,4-de]quinoxalin-6-yl)ethan-1-one